7-[[5-(trifluoromethyl)-2-pyridyl]methyl]-2,7-diazaspiro[3.5]nonane FC(C=1C=CC(=NC1)CN1CCC2(CNC2)CC1)(F)F